N-(2-amino-3-fluoro-4-((4-(trifluoromethyl)benzyl)amino)phenyl)-2,3-difluorododecanamide NC1=C(C=CC(=C1F)NCC1=CC=C(C=C1)C(F)(F)F)NC(C(C(CCCCCCCCC)F)F)=O